CCCCCCCCCCCCCCCCCCCCCC(=O)N[C@@H](CO)[C@@H]([C@@H](CCCCCCCCCCC(C)C)O)O The molecule is a N-acyl-4-hydroxy-15-methylhexadecasphinganine in which the acyl group has 22 carbons and 0 double bonds. It derives from a 15-methylhexadecaphytosphingosine.